N-(5,6-dichloro-1H-benzo[d]imidazol-2-yl)-1-phenylcyclohexane-1-carboxamide ClC1=CC2=C(NC(=N2)NC(=O)C2(CCCCC2)C2=CC=CC=C2)C=C1Cl